titanium (oxy) chloride O(Cl)Cl.[Ti]